C(C)(C)(C)NC(=O)N1CC(C1)OC(C1=C(C=CC=C1)C(F)(F)F)C1=CC=C(C=C1)OC(F)(F)F N-(tert-butyl)-3-((4-(trifluoromethoxy)phenyl)(2-(trifluoromethyl)phenyl)methoxy)azetidine-1-carboxamide